1-(2-fluorophenyl)ethanamine FC1=C(C=CC=C1)C(C)N